COC1=C(C=CC(=C1)OC)C1=CC=C(C=C1)COC=1C=C2CCC(CC2=CC1)CCN(C)C 6-(2',4'-dimethoxybiphenyl-4-yl)methoxy-2-[2-(N,N-dimethylamino)ethyl]tetraline